(2R,5R)-2-{[(5-fluoropyridin-2-yl)oxy]methyl}-5-methyl-1-oxidothiomorpholin FC=1C=CC(=NC1)OC[C@H]1CN[C@@H](CS1=O)C